tert-butyl (2-(4,5-dibromo-2H-1,2,3-triazol-2-yl)ethyl)carbamate BrC1=NN(N=C1Br)CCNC(OC(C)(C)C)=O